O1N=CC(=C1)C(=O)O isooxazole-4-carboxylic acid